BrC1=CN(C=2N=C(N(C(C21)=O)C)N2CCC(CC2)(C)CNC(OC(C)(C)C)=O)COCC[Si](C)(C)C tert-butyl ((1-(5-bromo-3-methyl-4-oxo-7-((2-(trimethylsilyl)ethoxy)methyl)-4,7-dihydro-3H-pyrrolo[2,3-d]pyrimidin-2-yl)-4-methylpiperidin-4-yl)methyl)carbamate